tert-butyl 4-(2-[2,8-dimethylimidazo[1,2-b]pyridazin-6-yl]thieno[3,2-c]pyrazol-5-yl)piperidine-1-carboxylate CC=1N=C2N(N=C(C=C2C)N2N=C3C(=C2)SC(=C3)C3CCN(CC3)C(=O)OC(C)(C)C)C1